FC=1C=CC2=C(C(OC=3CCCC(C23)=O)=O)C1 8-fluoro-3,4-dihydro-2H-benzo[c]chromene-1,6-dione